(1R,3R)-5-(2-((1R,3aS,7aR,E)-1-((S)-1-((2R,5S)-2,5-dimethylmorpholino)propan-2-yl)-7a-methyl-octahydro-4H-inden-4-ylidene)ethylidene)cyclohexane-1,3-diol C[C@H]1OC[C@@H](N(C1)C[C@@H](C)[C@H]1CC[C@H]2\C(\CCC[C@]12C)=C\C=C1C[C@H](C[C@@H](C1)O)O)C